CN(C(C#CC(=O)N1CC(C1)OCCC(=O)O)(C)C)C 3-((1-(4-(dimethylamino)-4-methylpent-2-ynoyl)azetidin-3-yl)oxy)propanoic acid